C(C)C1(C(OC1)C)CCC[Si](OCC)(OCC)C 3-ethyl-3-[3'-(methyldiethoxysilyl)propyl]methyl-oxetane